C(C=C)[C@H]1[C@@H]2CC[C@H](CN1C=1C3=C(N=C(N1)SCC)C(=C(N=C3Br)Cl)F)N2C(=O)OC(C)(C)C tert-butyl (1S,2S,5R)-2-allyl-3-(5-bromo-7-chloro-2-(ethylthio)-8-fluoropyrido[4,3-d]pyrimidin-4-yl)-3,8-diazabicyclo[3.2.1]octane-8-carboxylate